CN(C(CCN1C(C(=CC=C1C(F)(F)F)C(=O)OCC)=O)(C)C)C ethyl 1-[3-(dimethylamino)-3-methylbutyl]-2-oxo-6-(trifluoromethyl)-1,2-dihydropyridine-3-carboxylate